FC1=CC=C(C(=O)NC2=NC(=CC=C2)CC2CCNCC2)C=C1 4-fluoro-N-(6-(piperidin-4-ylmethyl)pyridin-2-yl)benzamide